NCC=1C=NC(=NC1)C1=C(C=C(C#N)C=C1)OC=1N(N=C(C1)C=1C=NC=NC1)C 4-[5-(aminomethyl)pyrimidin-2-yl]-3-(2-methyl-5-pyrimidin-5-ylpyrazol-3-yl)oxybenzonitrile